COC(=O)C=1N=C2C=3N(N=CC3OCCN2)C1 7,8-dihydro-6H-9-oxa-2,2a,5,6-tetraazabenzo[cd]azulene-4-carboxylic acid methyl ester